C(C)N(C1=CC(=C(C=C1)C1=C(C(C1=O)=C1C(=CC(C=C1)=[N+](CC)CC)O)[O-])O)CC 2-(4-(diethylamino)-2-hydroxyphenyl)-4-(4-(diethyliminio)-2-hydroxycyclohexa-2,5-dienylidene)-3-oxocyclobut-1-enolate